ClC=1C=C(C=CC1F)C(COC)(C)NC1=NC2=C(N1)C=CC=C2CNC(=O)NC 1-((2-((2-(3-Chloro-4-fluorophenyl)-1-methoxyprop-2-yl)amino)-1H-benzo[d]imidazol-4-yl)methyl)-3-methylurea